ClC1=CC(=CC=2CN(CCOC21)CC2=NC=C(N=C2)Cl)N2C=CC1=CC(=CC=C21)F 9-chloro-4-[(5-chloropyrazin-2-yl)methyl]-7-(5-fluoroindol-1-yl)-3,5-dihydro-2H-1,4-benzoxazepine